The molecule is a nucleotide-sugar oxoanion that is a trianion of dTDP-D-galacturonic acid arising from deprotonation of carboxy and diphosphate OH groups; major species at pH 7.3. It is a nucleotide-sugar oxoanion, a carbohydrate acid derivative anion and a monocarboxylic acid anion. It is a conjugate base of a dTDP-D-galacturonic acid. CC1=CN(C(=O)NC1=O)[C@H]2C[C@@H]([C@H](O2)COP(=O)([O-])OP(=O)([O-])OC3[C@@H]([C@H]([C@H]([C@H](O3)C(=O)[O-])O)O)O)O